(R)-1-(1-(4-(cyanomethyl)piperidin-1-yl)-1,6-dihydroimidazo[4,5-d]pyrrolo[2,3-b]pyridin-2-yl)ethyl D-valinate N[C@H](C(C)C)C(=O)O[C@H](C)C1=NC=2C(=C3C(=NC2)NC=C3)N1N1CCC(CC1)CC#N